N-(8-methyl-5-(4-methyl-6-propionylpyridin-3-yl)-8H-imidazo[4',5':3,4]benzo[1,2-d]thiazol-2-yl)cyclopropanecarboxamide CN1C=NC2=C1C1=C(N=C(S1)NC(=O)C1CC1)C=C2C=2C=NC(=CC2C)C(CC)=O